3-methyl-7,8-dihydroquinoline-2,5(1H,6H)-dione CC=1C(NC=2CCCC(C2C1)=O)=O